C(C)C=1C(=C(C)C(=C(C1)CC)N)N 3,5-Diethyl-2,6-diaminotoluene